(S)-5-ethyl-3-fluoro-8,8-dimethyl-5-(3-(3-methylpyridin-4-yl)phenyl)-5,8,9,10-tetrahydrobenzo[b][1,8]naphthyridin-6(7H)-one C(C)[C@]1(C2=C(NC=3N=CC(=CC13)F)CC(CC2=O)(C)C)C2=CC(=CC=C2)C2=C(C=NC=C2)C